rel-(3R,5R)-5-(3-((2-(methoxymethyl) pyrazolo[1,5-a]pyrazin-4-yl)amino)-1H-pyrazol-5-yl)tetrahydrofuran-3-yl (2S,5S)-2,5-dimethylpyrrolidine-1-carboxylate C[C@@H]1N([C@H](CC1)C)C(=O)O[C@H]1CO[C@H](C1)C1=CC(=NN1)NC=1C=2N(C=CN1)N=C(C2)COC |o1:10,13|